CS(=O)(=O)C=1C=C(C=CC1)C1=CC(=NC2=C(N=CC=C12)C=1NN=CC1)N1[C@@H](COCC1)C 4-(3-Methanesulfonylphenyl)-2-((R)-3-methylmorpholin-4-yl)-8-(2H-pyrazol-3-yl)-[1,7]naphthyridine